1-((5-(2,6-dioxopiperidin-3-yl)-4-oxo-5,6-dihydro-4H-thieno[3,4-c]pyrrol-1-yl)methyl)-3-(4-(trifluoromethoxy)phenyl)thiourea O=C1NC(CCC1N1CC=2C(C1=O)=CSC2CNC(=S)NC2=CC=C(C=C2)OC(F)(F)F)=O